Cl.N[C@](C(=O)NC1=CC=C2C=NN(C2=C1)C=1C=C(C=CC1)C)(CO)C (S)-2-amino-3-hydroxy-2-methyl-N-(1-(m-tolyl)-1H-indazol-6-yl)propanamide hydrochloride